C(#N)CC(=O)NCCOCCOCCOCCOCCOCCO 2-cyano-N-(17-hydroxy-3,6,9,12,15-pentaoxaheptadecyl)acetamide